CON(C(CN(C(OC(C)(C)C)=O)C)=O)C tert-Butyl N-[2-[methoxy(methyl)amino]-2-oxo-ethyl]-N-methyl-carbamate